(R)-9-(4-chloro-3-(trifluoromethyl)benzoyl)-2-((S*)-1-(4-(difluoromethoxy)phenyl)ethyl)-8-methyl-7,8,9,10-tetrahydropyrido[4',3':3,4]pyrazolo[1,5-d][1,2,4]triazin-1(2H)-one ClC1=C(C=C(C(=O)N2CC=3C(=NN4C=NN(C(C43)=O)[C@@H](C)C4=CC=C(C=C4)OC(F)F)C[C@H]2C)C=C1)C(F)(F)F |o1:19|